2-((6aR,8R)-6a-(difluoromethyl)-8-((1,1-dimethyl-1,2,3,4-tetrahydroisoquinolin-6-yl)oxy)-5,6,6a,7,8,9-hexahydropyrrolo[1',2':4,5]pyrazino[2,3-c]pyridazin-2-yl)-6-fluorophenol FC([C@]12N(C=3C(=NN=C(C3)C3=C(C(=CC=C3)F)O)NC1)C[C@@H](C2)OC=2C=C1CCNC(C1=CC2)(C)C)F